sodium methionine salt N[C@@H](CCSC)C(=O)[O-].[Na+]